N1[C@H](CCC1)C=1C=NC=CC1 |o1:1| (R) or (S)-3-(pyrrolidin-2-yl)pyridine